3-((t-butoxycarbonyl)amino)propionic acid C(C)(C)(C)OC(=O)NCCC(=O)O